CC1=CC=C(C=C1)C(=O)C 4-METHYLACETOPHENONE